2,6-dihydroxy-3'-methyl-4-pentyl-[1,1'-biphenyl] OC(CC1=CC=C(C(=C1)O)C1=CC(=CC=C1)C)CCC